NC1=C(C=C(C=C1F)Cl)/C(=C/C(C)(O)C)/C (E)-4-(2-amino-5-chloro-3-fluorophenyl)-2-methylpent-3-en-2-ol